BrC1=C(SC2=C1N=C(N(C2=O)C([2H])([2H])[2H])C21CCC(CC2)(CC1)CO)C 7-bromo-2-[4-(hydroxymethyl)bicyclo[2.2.2]octan-1-yl]-6-methyl-3-(trideuteriomethyl)-3,4-dihydrothieno[3,2-d]pyrimidin-4-one